N-(tert-butoxycarbonyl)-L-valyl-N-{3-[{(1R)-1-[1-benzyl-4-(2,5-difluorophenyl)-1H-imidazol-2-yl]-2,2-dimethylpropyl}(glycoloyl)amino]propyl}-L-alanine amide C(C)(C)(C)OC(=O)N[C@@H](C(C)C)C(=O)N[C@@H](C)C(=O)NCCCN(C(CO)=O)[C@H](C(C)(C)C)C=1N(C=C(N1)C1=C(C=CC(=C1)F)F)CC1=CC=CC=C1